p-{4-[4-(Ethylaminosulfonyl)-6-[1-(p-sulfophenyl)-1H-1,2,3-triazol-4-yl]-2-pyridyl]-1H-1,2,3-triazol-1-yl}benzenesulfonic acid C(C)NS(=O)(=O)C1=CC(=NC(=C1)C=1N=NN(C1)C1=CC=C(C=C1)S(=O)(=O)O)C=1N=NN(C1)C1=CC=C(C=C1)S(=O)(=O)O